tert-butyl 3-(4-((5-((2-bromo-6-chlorophenyl)carbamoyl)-4-methoxypyrimidin-2-yl)amino)-2-methylphenyl)pyrrolidine-1-carboxylate BrC1=C(C(=CC=C1)Cl)NC(=O)C=1C(=NC(=NC1)NC1=CC(=C(C=C1)C1CN(CC1)C(=O)OC(C)(C)C)C)OC